(1,1':2',1'':4'',1'''-quaterphenyl-5'-yl)-(phenanthren-9-yl)amine C1(=CC=CC=C1)C=1C(=CC=C(C1)NC=1C2=CC=CC=C2C=2C=CC=CC2C1)C1=CC=C(C=C1)C1=CC=CC=C1